CN(C=1C=C(C=CC1)C=1N=C(SC1)C(=O)O)C 4-(3-(dimethylamino)phenyl)thiazole-2-carboxylic acid